CC1=CC=C(CNS(=O)(=O)C2=CC=C(C)C=C2)C=C1 N-(4-methylbenzyl)-p-toluenesulfonamide